C(C1=CC=CC=C1)OC1=CC2=C(C(=CO2)C)C=C1 6-(benzyloxy)-3-methylbenzofuran